2-(methoxyphenyl)-4,6-bis(trichloromethyl)s-triazine COC1=C(C=CC=C1)C1=NC(=NC(=N1)C(Cl)(Cl)Cl)C(Cl)(Cl)Cl